1-(1-methyl-3-(4-(2-(trifluoromethyl)phenyl)piperidine-1-carbonyl)-4,6-dihydropyrrolo[3,4-c]pyrazol-5(1H)-yl)ethan-1-one CN1N=C(C2=C1CN(C2)C(C)=O)C(=O)N2CCC(CC2)C2=C(C=CC=C2)C(F)(F)F